NC1(CCN(CC1)C1=NC(=C2C(=N1)NN=C2C2=C(C(=CC=C2)Cl)Cl)C(=O)N)C2=C(C=CC=C2)C(F)(F)F 6-(4-amino-4-(2-(trifluoromethyl)phenyl)piperidin-1-yl)-3-(2,3-dichlorophenyl)-1H-pyrazolo[3,4-d]pyrimidine-4-carboxamide